C1=CC(=C(C=C1/C=C/C(=O)C2=C(C=C(C=C2O)O[C@H]3[C@@H]([C@H]([C@@H]([C@H](O3)CO)O)O)O)O)O)O The molecule is a beta-D-glucoside in which a beta-D-glucopyranosyl residue is attached at position 4' of 2',3,4,4',6'-pentahydroxychalcone via a glycosidic linkage. It derives from a 2',3,4,4',6'-pentahydroxychalcone. It is a conjugate acid of a 2',3,4,4',6'-pentahydroxychalcone 4'-O-beta-D-glucoside(1-).